ClC=1C=C2CCCCCN3N=NC4=C3C=CC(C(C3=CC=C5CCN(C(C1C(=C2)Cl)=O)CC5=C3)C(C(=O)O)(C)C)=C4C 2-[18,30-Dichloro-32-methyl-20-oxo-8,9,10,21-tetraazahexacyclo[19.5.3.216,19.13,7.06,10.024,28]dotriaconta-1(26),3(32),4,6,8,16,18,24,27,30-decaen-2-yl]-2-methylpropanoic Acid